(4R)-4-[(1R)-1-(2-methyl-6-thiazol-4-yl-indazol-4-yl)oxyethyl]pyrrolidin-2-one CN1N=C2C=C(C=C(C2=C1)O[C@H](C)[C@@H]1CC(NC1)=O)C=1N=CSC1